C(C)OC(=O)C1=C(N(C(=C1C=O)C)C1=CC=C(C=C1)C)C.C(=O)(OC(C)(C)C)NC(C(=O)NN)=O N'-Boc-Aminooxalamide ethyl-4-formyl-2,5-dimethyl-1-p-tolyl-1H-pyrrole-3-carboxylate